5-(4-(pyridin-3-yl)butyl)pyrazine-2-carbaldehyde N1=CC(=CC=C1)CCCCC=1N=CC(=NC1)C=O